CC(=C[SiH3])C dimethylvinylsilane